BrC=1C=CC(=C(C1)C(C(=O)N[C@@H](CC(=O)OCC)C=1C=C(C=C(C1F)C1CC1)C1=C(C=CC=C1C)O)N1C(C=C(C=C1)C(F)(F)F)=O)F ethyl (3S)-3-[2-(5-bromo-2-fluorophenyl)-2-[2-oxo-4-(trifluoromethyl)pyridin-1-yl]acetamido]-3-{5-cyclopropyl-4-fluoro-2'-hydroxy-6'-methyl-[1,1'-biphenyl]-3-yl}propanoate